3-hydroxy-2-(hydroxymethyl)-4-(4-(3,4,5-trifluorophenyl)-1H-1,2,3-triazol-1-yl)-1,7-dioxaspiro[5.5]undecan-5-yl 3-methoxybenzoate COC=1C=C(C(=O)OC2C(C(C(OC23OCCCC3)CO)O)N3N=NC(=C3)C3=CC(=C(C(=C3)F)F)F)C=CC1